C(C=C)(=O)NC1=CC=C(C(=O)N2C[C@@H](CCC2)NC2=NC3=CC(=CC=C3C=N2)C(=O)N(C)C)C=C1 (R)-2-((1-(4-acrylamidobenzoyl)piperidin-3-yl)amino)-N,N-dimethylquinazoline-7-carboxamide